di(3-heptyl) phosphate P(=O)(OC(CC)CCCC)(OC(CC)CCCC)[O-]